isobutyl-pyranone C(C(C)C)C=1C(OC=CC1)=O